2-[1-[(3,3-Difluorocyclobutyl)methyl]pyrazol-4-yl]-8-methyl-7-[(2-methyl-3H-benzimidazol-5-yl)oxy]quinoxaline FC1(CC(C1)CN1N=CC(=C1)C1=NC2=C(C(=CC=C2N=C1)OC1=CC2=C(N=C(N2)C)C=C1)C)F